ClC1=C(C=C2C=C(C(NC2=C1)=O)C=1C=C(C=CC1)CC(=O)O)C1=CC=C(C=C1)C=1C=NC2=CC=CC=C2C1 2-(3-(7-chloro-2-oxo-6-(4-(quinolin-3-yl)phenyl)-1,2-dihydroquinolin-3-yl)phenyl)acetic acid